Para-fluorotrichlorobenzyl-para-fluorobenzoic acid FC1(C(C(=C(C(=O)O)C(=C1Cl)Cl)CC1=CC=CC=C1)Cl)F